C(C)C(C(=O)OCC(OCCCC\C=C/C\C=C/C\C=C/C\C=C/CCCCC)CO)N1N=C(C2=C(C1=O)SC(=C2)N(CC2=CC=C(C=C2)OC)CC)C(C)C 2-Arachidonyl-glycerol Ethyl-2-(2-(ethyl(4-methoxybenzyl)amino)-4-isopropyl-7-oxothieno[2,3-d]pyridazine-6(7H)-yl)acetate